tert-Butyl (E)-3-((3-butyl-3-ethyl-2-methyl-7-(methylthio)-1,1-dioxido-5-phenyl-2,3,4,5-tetrahydro-1,2,5-benzothiadiazepin-8-yl)oxy)acrylate C(CCC)C1(N(S(C2=C(N(C1)C1=CC=CC=C1)C=C(C(=C2)O/C=C/C(=O)OC(C)(C)C)SC)(=O)=O)C)CC